2-METHYL-4,5-DIFLUOROBENZALDEHYDE CC1=C(C=O)C=C(C(=C1)F)F